CC(=CC(=O)NCC(=O)O)C N-(3-methyl-1-oxo-2-butenyl)glycine